C(C)(C)(C)C1=NOC(=N1)C(=O)NCC1=C(C=C(C=C1)C1=CC(=NC=C1)NC(=O)C1CC1)Cl 3-(tert-butyl)-N-(2-chloro-4-(2-(cyclopropanecarboxamido)pyridin-4-yl)benzyl)-1,2,4-oxadiazole-5-carboxamide